(R)-N-((R)-1-(2-(ethylthio)-6-methyl-4-oxo-4H-chromen-8-yl)ethyl)-2-methylpropane-2-sulfinamide C(C)SC=1OC2=C(C=C(C=C2C(C1)=O)C)[C@@H](C)N[S@](=O)C(C)(C)C